methyl (Z)-5-(N'-hydroxycarbamimidoyl)-3-methoxypicolinate O\N=C(/N)\C=1C=C(C(=NC1)C(=O)OC)OC